1-methyl-4-(4-nitrophenyl)-1H-pyrazol-5-amine CN1N=CC(=C1N)C1=CC=C(C=C1)[N+](=O)[O-]